S1C(=NC2=C1C=CC=C2)NC2=C(C=C(N=N2)N(C=2SC(=C(N2)C(=O)O)CCCOC2=C(C=C(C=C2)C#CCNC)F)CCCC#C)C 2-[{6-[(1,3-benzothiazol-2-yl)amino]-5-methylpyridazin-3-yl}(pent-4-yn-1-yl)amino]-5-(3-{2-fluoro-4-[3-(methylamino)prop-1-yn-1-yl]phenoxy}propyl)-1,3-thiazole-4-carboxylic acid